FC=1C(=C(C=CC1)NC1=C(NC2=C1C(NCC2)=O)C2=C(C=NC=C2)OC[C@@H]2N(CCCC2)C(C=C)=O)C 3-[(3-fluoro-2-methylphenyl)amino]-2-(3-[[(2R)-1-(prop-2-enoyl)piperidin-2-yl]methoxy]pyridin-4-yl)-1H,5H,6H,7H-pyrrolo[3,2-c]pyridin-4-one